1-(6-(7,7-dimethyl-4-(((2S)-4-methyl-1-(1H-1,2,3-triazol-4-yl)-2-pentanyl)amino)-5,6,7,8-tetrahydro-2-quinazolinyl)-2,6-diazaspiro[3.4]octan-2-yl)-2-propen-1-one CC1(CCC=2C(=NC(=NC2C1)N1CC2(CN(C2)C(C=C)=O)CC1)N[C@H](CC=1N=NNC1)CC(C)C)C